C(CC1=CC=CC=C1)C1OCC(O1)CCC(=O)C1=CC=2CCCCC2C=C1 3-(2-phenethyl-1,3-dioxolan-4-yl)-1-(5,6,7,8-tetrahydronaphthalen-2-yl)propan-1-one